FC(OC1=CC=C(C=C1)OC(C(=O)OC1=CC=C(C=C1)OC(F)(F)F)=O)(F)F Bis(4-(trifluoromethoxy)phenyl)oxalat